C(CCCCCCC\C=C/C\C=C/CCCCC)(=O)OCCCCCCCC\C=C\CCCCCCCC elaidyl linoleate